(2R)-4-acetoxy-2-(5-fluoro-2-methoxypyridin-3-yl)pyrrolidine-1-carboxylic acid tert-butyl ester C(C)(C)(C)OC(=O)N1[C@H](CC(C1)OC(C)=O)C=1C(=NC=C(C1)F)OC